FC1=C(C=CC=C1C)NC(=O)C=1C(=CC=2N(C1)C=C(N2)C2CCOCC2)OC N-(2-fluoro-3-methylphenyl)-7-methoxy-2-(tetrahydro-2H-pyran-4-yl)imidazo[1,2-a]pyridine-6-carboxamide